C(CCCCC)C=1C2=C(SC1)C(=CS2)CCCCCC 3,6-dihexyl-thieno[3,2-b]thiophene